2,2-dimethyl-propionic acid benzyl ester C(C1=CC=CC=C1)OC(C(C)(C)C)=O